thiodiethylene bis[(3,5-di-tert-butyl)-4-hydroxyphenyl]propionate C(C)(C)(C)C=1C=C(C=C(C1O)C(C)(C)C)C(C(=O)O)(C)C1=CC(=C(C(=C1)C(C)(C)C)O)C(C)(C)C.S(C=C)C=C